N1(CCOCC1)CC(CC)O 1-(morpholin-4-yl)butan-2-ol